[Si](C)(C)(C(C)(C)C)OCC1CC(C1)C1=CC=CC=2NC(N(C21)C)=O 4-[3-[[Tert-butyl(dimethyl)silyl]oxymethyl]cyclobutyl]-3-methyl-1H-benzimidazol-2-one